propylidenephthalide C(CC)=C1OC(=O)C2=CC=CC=C12